CC(C(=O)NCC1=CN=C(N=N1)SC)C 2-methyl-N-{[3-(methylsulfanyl)-1,2,4-triazin-6-yl]methyl}propanamide